5-uracilcarboxylic acid N1C(=O)NC(=O)C(=C1)C(=O)O